2-(4-(((5-Cyclopropyl-3-(2,6-dichlorophenyl)isoxazol-4-yl)methoxy)methyl)-2-oxabicyclo[2.2.2]octan-1-yl)thiazol C1(CC1)C1=C(C(=NO1)C1=C(C=CC=C1Cl)Cl)COCC12COC(CC1)(CC2)C=2SC=CN2